NCC1=CC2=C(N(C(=N2)CN2C(N(C3=C2C=C(C=C3F)F)CC(F)(F)F)=O)CCCC(F)(F)F)C=C1 1-((5-(aminomethyl)-1-(4,4,4-trifluorobutyl)-1H-benzo[d]imidazol-2-yl)methyl)-3-(2,2,2-trifluoroethyl)-4,6-difluoro-1,3-dihydro-2H-benzo[d]imidazol-2-one